cis-N-(3-(cis-2-cyanocyclobutyl)-4-methylphenyl)-3-methyl-6-azabicyclo[3.1.1]heptane-6-carboxamide C(#N)[C@@H]1[C@@H](CC1)C=1C=C(C=CC1C)NC(=O)N1C2CC(CC1C2)C